(R-6-(4-(trifluoromethyl)phenyl)-2-azaspiro[3.4]octane-2-carbonyl)-7-oxa-5-azaspiro[3.4]octan-6-one FC(C1=CC=C(C=C1)[C@H]1CC2(CN(C2)C(=O)C2CCC23NC(OC3)=O)CC1)(F)F